2-((tert-butoxycarbonyl)amino)-7-(naphthalen-2-yloxy)-1,2,3,4-tetrahydronaphthalen-2-carboxylic acid C(C)(C)(C)OC(=O)NC1(CC2=CC(=CC=C2CC1)OC1=CC2=CC=CC=C2C=C1)C(=O)O